ClC1=CC=C(CN2N=CC(=C2)C2=CC(=NC=C2)C=2NC(=C(N2)C(=O)N[C@@H]2COCC2)C)C=C1 2-{4-[1-(4-Chlorobenzyl)-1H-pyrazol-4-yl]pyridin-2-yl}-5-methyl-N-[(3S)-tetrahydrofuran-3-yl]-1H-imidazole-4-carboxamide